COC=1C=2N(C=C(C1)C(=O)OC)C=C(N2)CC(F)(F)F methyl 8-methoxy-2-(2,2,2-trifluoroethyl)imidazo[1,2-a]pyridine-6-carboxylate